N1CC(C1)OC=1C=C(C(=NC1)C1=CC(=CN1C)C(=O)OC)F methyl 5-[5-(azetidin-3-yloxy)-3-fluoropyridin-2-yl]-1-methylpyrrole-3-carboxylate